(S)-4-n-boc-2-methyl-piperazine C[C@H]1CN(CCN1)C(=O)OC(C)(C)C